C(C1=CC=CC=C1)(=O)OS(=O)(=O)N1C(CCC2=CC=C(C=C12)NS(=O)(=O)C1=CC=C(C=C1)OC(F)(F)F)C methyl-((7-(4-(trifluoromethoxy) phenylsulfonylamino)-3,4-dihydroquinolin-1(2H)-yl) sulfonyl) benzoate